tert-butyl [4,4-bipiperidine]-1-carboxylate N1(CCC(CC1)C1CCNCC1)C(=O)OC(C)(C)C